C(C)(C)(C)OC(=O)N1CCN(CC1)C1=NC=CC(=N1)C(=O)OC methyl 2-[4-(tert-butoxycarbonyl)piperazin-1-yl]pyrimidine-4-carboxylate